4-(1-methanesulfonylcyclopropyl)phenol CS(=O)(=O)C1(CC1)C1=CC=C(C=C1)O